dibutyl phosphate sodium salt [Na+].P(=O)(OCCCC)(OCCCC)[O-]